4-((2-(2,6-dioxopiperidin-3-yl)-6-fluoro-1-oxoisoindoline-5-yl)methyl)piperazine O=C1NC(CCC1N1C(C2=CC(=C(C=C2C1)CN1CCNCC1)F)=O)=O